(β-D-galactopyranosyl)-D-glucopyranose [C@@H]1([C@H](O)[C@@H](O)[C@@H](O)[C@H](O1)CO)C1(O)[C@H](O)[C@@H](O)[C@H](O)[C@H](O1)CO